N-(4-(N-(3,5-dichlorobenzyl)sulfamoyl)phenyl)-2-(pyridin-4-yl)cyclopropane-1-carboxamide ClC=1C=C(CNS(=O)(=O)C2=CC=C(C=C2)NC(=O)C2C(C2)C2=CC=NC=C2)C=C(C1)Cl